(S)-1-(5-(2,3-dihydrobenzofuran-5-yl)-2,3-dihydro-1H-inden-1-yl)piperidine-4-carboxylic acid O1CCC2=C1C=CC(=C2)C=2C=C1CC[C@@H](C1=CC2)N2CCC(CC2)C(=O)O